C(C)C1=CN=C(NC1=O)C1=CC(CC1)N1C[C@@H](CC1)OC1=NC=C(C#N)C=C1 6-(((3R)-1-(3-(5-ethyl-6-oxo-1,6-dihydropyrimidin-2-yl)cyclopent-2-en-1-yl)pyrrolidin-3-yl)oxy)nicotinonitrile